S(=O)(OCF)OCCF (fluoromethyl) (2-fluoroethyl) sulfite